(R)-2-(3-fluoro-2-methoxy-5-(tetrahydro-2H-pyran-4-yl)phenyl)-2-((R)-3-((5-(5,6,7,8-tetrahydro-1,8-naphthyridin-2-yl)pentyl)oxy)pyrrolidin-1-yl)acetic acid FC=1C(=C(C=C(C1)C1CCOCC1)[C@H](C(=O)O)N1C[C@@H](CC1)OCCCCCC1=NC=2NCCCC2C=C1)OC